O([C@H]1[C@H](O)[C@@H](O)[C@H](O)[C@H](O1)CO)CCCCCCCC#CC 8-decynyl beta-D-glucopyranoside